FC=1C=CC2=C(NC(=N2)N2C=NC3=C2C=C(C(=C3)OC)OC)C1 6'-fluoro-5,6-dimethoxy-1'H-1,2'-bibenzo[d]imidazole